8-((4-(4-chloro-phenoxy)-3,5-difluoro-phenyl)-sulfonyl)-N-hydroxy-3-(3-morpholino-propanoyl)-3,8-diazabicyclo-[3.2.1]octane-1-carboxamide ClC1=CC=C(OC2=C(C=C(C=C2F)S(=O)(=O)N2C3(CN(CC2CC3)C(CCN3CCOCC3)=O)C(=O)NO)F)C=C1